The molecule is a methylindole that is 1,3-dihydro-2H-indol-2-one substituted by methyl and a hydroxy group at position 3. It is a methylindole, a member of oxindoles and a member of hydroxyindoles. CC1(C2=CC=CC=C2NC1=O)O